(2R,4S)-2-(2-((S)-5-(6-bromo-7-fluoro-3-nitroquinolin-4-ylamino)pent-2-yloxy)-5-fluoropyridin-3-yl)-4-fluoropyrrolidine-1-carboxylic acid tert-butyl ester C(C)(C)(C)OC(=O)N1[C@H](C[C@@H](C1)F)C=1C(=NC=C(C1)F)O[C@@H](C)CCCNC1=C(C=NC2=CC(=C(C=C12)Br)F)[N+](=O)[O-]